COC=1C=C(C=CC1OC)C(C1=CC=NC=C1)=C1CCNCC1 4-[(3,4-Dimethoxyphenyl)-(4-piperidylidene)methyl]pyridine